ClC1=CC(=C(C=C1)N1CCC(=CC1)C1=C(C=CC=C1)[N+](=O)[O-])F (4-chloro-2-fluorophenyl)-4-(2-nitrophenyl)-1,2,3,6-tetrahydropyridine